3,9-bis[2-{3-(3-tert-butyl-4-hydroxy-5-methylphenyl)propionyloxy}-1,1-dimethyl-ethyl]-2,4,8,10-tetraoxaspiro[5.5]-undecane C(C)(C)(C)C=1C=C(C=C(C1O)C)CCC(=O)OCC(C)(C)C1OCC2(CO1)COC(OC2)C(COC(CCC2=CC(=C(C(=C2)C)O)C(C)(C)C)=O)(C)C